NC1=C(C2=C(S1)C(=CC=C2C2=C(C=C1C(=NC(=NC1=C2F)OC[C@]2(C(C2)(F)F)CO)N2CCOCCC2)Cl)F)C#N |r| racemic-2-amino-4-(6-chloro-2-(((R)-2,2-difluoro-1-(hydroxymethyl)cyclopropyl)methoxy)-8-fluoro-4-(1,4-oxazepan-4-yl)quinazolin-7-yl)-7-fluorobenzo[b]thiophene-3-carbonitrile